benzyl (S)-2-(dibenzylamino)-3-(4-iodophenyl)propanoate C(C1=CC=CC=C1)N([C@H](C(=O)OCC1=CC=CC=C1)CC1=CC=C(C=C1)I)CC1=CC=CC=C1